C1(CC1)N1C(C(=CC2=CN=C(C=C12)NC(=O)C1CC1)C=1C=NC(=CC1C)[C@H](CCC)O)=O (S)-N-(1-cyclopropyl-3-(6-(1-hydroxybutyl)-4-methylpyridin-3-yl)-2-oxo-1,2-dihydro-1,6-naphthyridin-7-yl)cyclopropanecarboxamide